4-(5-(1-phenyl-1H-pyrazol-5-yl)-2-(pyridin-4-yl)pyrazolo[1,5-a]pyrimidin-7-yl)morpholine C1(=CC=CC=C1)N1N=CC=C1C1=NC=2N(C(=C1)N1CCOCC1)N=C(C2)C2=CC=NC=C2